2-[1-[(2-fluorophenyl)methyl]-5-oxo-3-phenylpyrrolidin-2-yl]-N-methylsulfonylacetamid FC1=C(C=CC=C1)CN1C(C(CC1=O)C1=CC=CC=C1)CC(=O)NS(=O)(=O)C